C(#N)C=1C=NN2C1C(=CC(=C2)C=2C=NN(C2)C)C=2C=CC(=NC2)N2CCN(CC2)C(=O)N(CC)CC 4-(5-(3-cyano-6-(1-methyl-1H-pyrazol-4-yl)pyrazolo[1,5-a]pyridin-4-yl)pyridin-2-yl)-N,N-diethyl-piperazine-1-carboxamide